(S)-4-(1-Boc-pyrrolidin-3-yl)amino-6-(2-methoxy-3-cyanopyridin-5-yl)pyrido[3,2-d]pyrimidine C(=O)(OC(C)(C)C)N1C[C@H](CC1)NC=1C2=C(N=CN1)C=CC(=N2)C=2C=C(C(=NC2)OC)C#N